C(C)(C)C1N=CC2=CC(=C(C=C2C1)OC1=CC=CC=C1)C(=O)OC methyl 3-isopropyl-6-phenoxy-3,4-dihydroisoquinoline-7-carboxylate